1,2,3,5,6,7-hexahydroxyanthraquinone OC1=C(C(=CC=2C(C3=C(C(=C(C=C3C(C12)=O)O)O)O)=O)O)O